C(#N)C=1C=C(C=C(C1)F)C#C\C=C/1\C(N(CC1)C(=O)OCCC)(C)C 1-Propyl (3E)-3-[3-(3-cyano-5-fluorophenyl)prop-2-yn-1-ylidene]-2,2-dimethylpyrrolidine-1-carboxylate